(R)-N2-(2-phenylpyridin-4-yl)-6-(6-(trifluoromethyl)pyridin-2-yl)-N4-(1,1,1-trifluoropropan-2-yl)-1,3,5-triazine-2,4-diamine C1(=CC=CC=C1)C1=NC=CC(=C1)NC1=NC(=NC(=N1)N[C@@H](C(F)(F)F)C)C1=NC(=CC=C1)C(F)(F)F